N1N=NC(=C1C(=O)[O-])C(=O)[O-] 1,2,3-Triazole-4,5-dicarboxylate